(4-bromonaphthalene-1-yl)boronic acid BrC1=CC=C(C2=CC=CC=C12)B(O)O